trans-[4-(2,5-Dimethyl-pyridin-4-ylmethyl)-cyclohexyl]-((S)-3-pyrazin-2-yl-isoxazolidin-2-yl)-methanone CC1=NC=C(C(=C1)C[C@@H]1CC[C@H](CC1)C(=O)N1OCC[C@H]1C1=NC=CN=C1)C